3-(triethylsilyl)prop-2-yn-1-ol C(C)[Si](C#CCO)(CC)CC